tripropyleneglycol divinyl ether C(=C)OC(C)COC(C)COC(C)COC=C